NC[C@H](CC(=O)O)C[C@@H](CCC1=CC=C(C=C1)OC)C (3s,5r)-3-aminomethyl-7-(4-methoxy-phenyl)-5-methyl-heptanoic acid